[Si](C)(C)(C(C)(C)C)OCC1=CC2=NC=CC(=C2S1)C=1C=C(C=C2CCCN(C12)CC1CCN(CC1)C(=O)OC(C)(C)C)Cl tert-butyl 4-[[8-[2-[[tert-butyl(dimethyl)silyl] oxymethyl]thieno[3,2-b]pyridin-7-yl]-6-chloro-3,4-dihydro-2H-quinolin-1-yl]methyl]piperidine-1-carboxylate